7-(4-(8-ethoxy-3,4-dihydrobenzofuro[2,3-c]pyridin-2(1H)-yl)butoxy)quinolin-2(1H)-one C(C)OC1=CC=CC2=C1OC=1CN(CCC12)CCCCOC1=CC=C2C=CC(NC2=C1)=O